C(CCCCC)OC1=CC=C(C=C1)C(=O)N1C2=C(NC3=C(C1)C=NN3C)C=CC=C2 (4-(hexyloxy)phenyl)(1-methyl-4,10-dihydrobenzo[b]pyrazolo[3,4-e][1,4]diazepin-5(1H)-yl)methanone